COC(C1=CC(=C(C(=C1)[N+](=O)[O-])NC(CO)(C)C)Br)=O 3-Bromo-4-((1-hydroxy-2-methylpropan-2-yl)amino)-5-nitrobenzoic acid methyl ester